6-(2,4-Difluorophenyl)-N-[(2-oxo-1H-pyridin-3-yl)sulfonyl]-2-[(4S)-2,2,4-trimethylpyrrolidin-1-yl]pyridin-3-carboxamid FC1=C(C=CC(=C1)F)C1=CC=C(C(=N1)N1C(C[C@@H](C1)C)(C)C)C(=O)NS(=O)(=O)C=1C(NC=CC1)=O